(2-fluoroethyl) (2,2-difluoroethyl) carbonate C(OCCF)(OCC(F)F)=O